OCCCCC1=NC=2CCN(CC2C=C1C(F)(F)F)C(=O)OCC1=CC=CC=C1 benzyl 2-(4-hydroxybutyl)-3-(trifluoromethyl)-7,8-dihydro-1,6-naphthyridine-6(5H)-carboxylate